C(C)(C)(C)C1=CN=C(O1)CSC1=CN=C(S1)NC(=O)C1CCN(CC1)C1CCN(CC1)CC=1C=C2CN(C(C2=CC1F)=O)C1C(NC(CC1)=O)=O N-(5-(((5-(tert-butyl)oxazol-2-yl)methyl)thio)thiazol-2-yl)-1'-((2-(2,6-dioxopiperidin-3-yl)-6-fluoro-1-oxoisoindolin-5-yl)methyl)-[1,4'-bipiperidine]-4-carboxamide